[2-butyl-5-chloro-3-[[4-[2-(2H-tetrazol-5-yl)phenyl]phenyl]methyl]imidazol-4-yl]methanol C(CCC)C1=NC(=C(N1CC1=CC=C(C=C1)C1=C(C=CC=C1)C=1N=NNN1)CO)Cl